(2-cyano-8-(1-methyl-3-(methylcarbamoyl)-1H-pyrazol-5-yl)imidazo[1,2-c]Pyrimidin-5-yl)((5-fluoro-2,3-dihydrobenzofuran-4-yl)methyl)carbamic acid tert-butyl ester C(C)(C)(C)OC(N(CC1=C(C=CC2=C1CCO2)F)C2=NC=C(C=1N2C=C(N1)C#N)C1=CC(=NN1C)C(NC)=O)=O